bromo-1,3,5-triazine BrC1=NC=NC=N1